C1NCCC12CCN(CC2)C=2C1=C(N=C(N2)C2=C(C=NS2)C)C=NC=C1 5-(4-(2,8-diazaspiro[4.5]decan-8-yl)pyrido[3,4-d]pyrimidin-2-yl)-4-methylisothiazole